C/C=C/C1=CC2=C(CO1)C(=O)[C@]([C@@H](C2)O)(C)OC(=O)C3=C(C(=C(C=C3C)O)O)OC The molecule is an azaphilone that is 5,6,7,8-tetrahydro-1H-isochromene substituted by a hydroxy group at position 6, a methyl group at position 7, an oxo group at position 8, a prop-1-en-1-yl group at position 3 and a (3,4-dihydroxy-2-methoxy-6-methylbenzoyl)oxy group at position 7. Isolated from Penicillium commune, it exhibits antibacterial activity. It has a role as an antibacterial agent and a Penicillium metabolite. It is an aromatic ether, an azaphilone, a benzoate ester, a member of catechols and a member of isochromenes.